C1(=CC=C(C=C1)[B-](C1=CC=C(C=C1)C)(C1=CC=C(C=C1)C)C1=CC=C(C=C1)C)C.C1(=CC=CC=C1)[P+](C1=CC=CC=C1)(C1=CC=CC=C1)C1=CC=CC=C1 tetraphenylphosphonium tetrap-tolylborate